ClC(CCCCCCCCCC(Cl)(Cl)Cl)OOC(CCCCCCCCCC(Cl)(Cl)Cl)Cl bis(tetrachloroundecyl) peroxide